nonan-9-one methyl oxime CON=CCCCCCCCC